O=C(CC#N)C1=CC(=CC=C1)C(F)(F)F 3-oxo-3-(3-(trifluoromethyl)phenyl)propionitrile